CS(=O)(=O)C1=CC=CC=N1 6-Methylsulfonylpyridine